(4-methoxyphenyl)(4-(cyano)phenyl)methanone COC1=CC=C(C=C1)C(=O)C1=CC=C(C=C1)C#N